C(#N)CNC(C(=O)C=1C=C(N(C1)C)C(=O)NC1=CC(=C(C=C1)F)F)=O 4-(2-((cyanomethyl)amino)-2-oxoacetyl)-N-(3,4-difluorophenyl)-1-methyl-1H-pyrrole-2-carboxamide